cis-2-hexadecene-1,1-dicarboxylic acid C(\C=C/CCCCCCCCCCCCC)(C(=O)O)C(=O)O